CNS(=O)(=O)C1=CC=CC=C1 N-methyl-benzeneSulfonamide